alpha-ethylcinnamic acid C(C)C(C(=O)O)=CC1=CC=CC=C1